C(C1=CC=CC=C1)NC(N(C1=NC=C(C=C1)C=1C=NC(=NC1)OC)[C@@H]1CC[C@H](CC1)NC1=NC=C(C(=N1)C1=NNC=C1Cl)C#N)=O 3-benzyl-1-(trans-4-((4-(4-chloro-1H-pyrazol-3-yl)-5-cyanopyrimidin-2-yl)amino)cyclohexyl)-1-(5-(2-methoxypyrimidin-5-yl)pyridin-2-yl)urea